4,5,6,7-tetrahydro-2-benzothiophen-5-amine C=1SC=C2C1CCC(C2)N